N(=[N+]=[N-])C1=C2CN(C(C2=CC=C1)=O)C1C(NC(CC1)=O)=O 3-(4-azido-1-oxo-1,3-dihydro-isoindol-2-yl)-piperidine-2,6-dione